O1[C@@H](COCC1)COC=1C(OC(=CC1C1=C(C=CC=C1OC)OC)C(=O)NC=1SC(=NN1)N1N=CC=C1N)=O (S)-3-((1,4-dioxan-2-yl)methoxy)-N-(5-(5-amino-1H-pyrazol-1-yl)-1,3,4-thiadiazol-2-yl)-4-(2,6-dimethoxyphenyl)-2-oxo-2H-pyran-6-carboxamide